7-(3,4-dimethoxyphenyl)-N-(3-(4-methylpiperazine-1-carbonyl)bicyclo[1.1.1]pentan-1-yl)pyrazolo[1,5-a]pyrimidine-2-carboxamide COC=1C=C(C=CC1OC)C1=CC=NC=2N1N=C(C2)C(=O)NC21CC(C2)(C1)C(=O)N1CCN(CC1)C